(R)-2-((1-(2-cyano-7-methyl-3-(pyrrolidin-1-yl)quinoxalin-5-yl)ethyl)amino)benzoic acid C(#N)C1=NC2=CC(=CC(=C2N=C1N1CCCC1)[C@@H](C)NC1=C(C(=O)O)C=CC=C1)C